platinum(II) {(phenylpyridinyl)[(benzoimidazolyl)pyridinyl]propane} C1(=CC=CC=C1)C=1C(=NC=CC1)C(CC)C1=NC=CC=C1C=1NC2=C(N1)C=CC=C2.[Pt+2]